NC=1C=2N(C(=C(N1)C1=C(C#N)C=CC=C1)C1=NC=NC=C1)N=C(N2)C(O)C2=C(C=CC=C2)Cl (8-amino-2-((2-chlorophenyl)(hydroxy)methyl)-5-(pyrimidin-4-yl)-[1,2,4]triazolo[1,5-a]pyrazin-6-yl)benzonitrile